OC1=CC(=C(C=C1)C=1C=C2C/C(/C(C2=CC1)=O)=N/O)C (2Z)-5-(4-hydroxy-2-methylphenyl)-2-(hydroxyimino)-2,3-dihydro-1H-inden-1-one